6-((3,5-difluoro-4-((2-(trifluoromethyl)pyridin-4-yl)oxy)benzyl)oxy)-10,10a-dihydro-2H-oxazolo[3',2':3,4]imidazo[1,2-c]pyrimidin-8(3H)-one FC=1C=C(COC=2C=C3N(C(N2)=O)CC2N3CCO2)C=C(C1OC1=CC(=NC=C1)C(F)(F)F)F